3,5-dichlorobenzene-1,2-diamine ClC1=C(C(=CC(=C1)Cl)N)N